1-tert-butyl-3-imidazolium C(C)(C)(C)N1C=[NH+]C=C1